OC=1C=C(C=CC1O)[C@H]1[C@@H](OC2=C(O1)C=C(C=C2)CCO)NC(C)=O Trans-2-(3',4'-dihydroxyphenyl)-3-acetamido-7-hydroxyethyl-1,4-benzodioxan